C(C1=CC=CC=C1)OC1=NC(=NC2=C(C(=C(C=C12)F)Br)F)Cl 4-(Benzyloxy)-7-bromo-2-chloro-6,8-difluoroquinazolin